N-(3-chlorophenyl)-N,2-dimethylpyrido[3,2-e][1,2,4]triazolo[4,3-a]pyrimidin-5-amine ClC=1C=C(C=CC1)N(C1=NC=2N(C3=C1C=CC(=N3)C)C=NN2)C